C(C(=C)C)(=O)OCCCOC1=CC(=C(C(=C1)N1N=C2C(=N1)C=CC(=C2)OC)O)C(C)(C)C 3-(3-(tert-Butyl)-4-hydroxy-5-(5-methoxy-2H-benzo[d][1,2,3]triazol-2-yl)phenoxy)propyl methacrylate